C1(CCCCC1)C=1C=CC(=NC1)CN(C(=O)[C@@H]1N(CC1)S(=O)(=O)C1=C(C(=C(C(=C1F)F)F)F)F)C1=CC=C(C(=O)O)C=C1 (R)-4-(N-((5-cyclohexylpyridin-2-yl)methyl)-1-((perfluorophenyl)sulfonyl)azetidine-2-carboxamido)benzoic acid